C1(CC1)COC(=O)NC1=C(N=NN1C)C1=CC=C(C(=N1)CC)O[C@@H]1C[C@H](CCC1)C(=O)O (1S,3S)-3-{[6-(5-{[(cyclopropyl-methoxy)carbonyl]amino}-1-methyl-1H-1,2,3-triazol-4-yl)-2-ethylpyridin-3-yl]oxy}cyclohexane-1-carboxylic acid